(2R)-N-((R)-(3-chloro-2,4-difluorophenyl)(6-(difluoro-methoxy)pyridin-3-yl)methyl)-2-methyl-3-oxopiperazine-1-carboxamide ClC=1C(=C(C=CC1F)[C@H](NC(=O)N1[C@@H](C(NCC1)=O)C)C=1C=NC(=CC1)OC(F)F)F